N-((S)-1,1-dicyclopropyl-3-((2-fluoro-4-((S)-1-(methyl(2,2,2-trifluoroethyl)amino)-1-oxopropan-2-yl)phenyl)amino)-3-oxopropan-2-yl)-1-isopropyl-1H-pyrazole-5-carboxamide C1(CC1)C([C@@H](C(=O)NC1=C(C=C(C=C1)[C@@H](C(=O)N(CC(F)(F)F)C)C)F)NC(=O)C1=CC=NN1C(C)C)C1CC1